ClC1=CC=C(C=C1)C(C=O)CNC(C)C 2-(4-chlorophenyl)-3-(isopropylamino)-propan-1-one